NCC(F)(F)C=1C=CC(=NC1)C1=C(C=C(C#N)C=C1)OC=1N(N=C(C1)C1CCC1)C 4-[5-(2-amino-1,1-difluoroethyl)pyridin-2-yl]-3-(5-cyclobutyl-2-methylpyrazol-3-yl)oxybenzonitrile